(2S)-2-(6-(2-methyl-2H-pyrazolo[3,4-b]pyridin-5-yl)thieno[2,3-b]pyridin-2-yl)-2-butanol CN1N=C2N=CC(=CC2=C1)C1=CC=C2C(=N1)SC(=C2)[C@](C)(CC)O